5-acetylenyl-uracil C(#C)C=1C(NC(NC1)=O)=O